ClC1=CNC=2N=C(N=C(C21)NC2CCCC2)NC2=C(C=C(C=C2)S(=O)(=O)N2CCOCC2)OC 5-chloro-N4-cyclopentyl-N2-(2-methoxy-4-(morpholinosulfonyl)phenyl)-7H-pyrrolo[2,3-d]pyrimidine-2,4-diamine